ClC=1C(=NC(=NC1)NC1=C(C=C(C(=C1)C)C=1C[C@@H](N([C@@H](C1)CC)C)CC)OC(C)C)NC1=C(C=CC=C1)S(=O)(=O)C(C)C 5-chloro-N2-(4-((cis)-2,6-diethyl-1-methyl-1,2,3,6-tetra-hydropyridin-4-yl)-2-isopropoxy-5-methylphenyl)-N4-(2-(isopropylsulfonyl)phenyl)pyrimidine-2,4-diamine